ClC=1C=C(C=C2C=C(N=CC12)NC(=O)[C@H]1[C@H](C1)F)B(O)O |r| (±)-8-chloro-3-(cis-2-fluorocyclopropanecarboxamido)isoquinolin-6-ylboronic acid